iron aluminum silicon calcium [Ca].[Si].[Al].[Fe]